(1-(5-(3-(benzyloxy)-4-methoxyphenyl)-3-bromo-6-(4-Cyano-3-fluorophenyl)-4-methoxypyridin-2-yl)piperidin-4-yl)carbamate C(C1=CC=CC=C1)OC=1C=C(C=CC1OC)C=1C(=C(C(=NC1C1=CC(=C(C=C1)C#N)F)N1CCC(CC1)NC([O-])=O)Br)OC